C(C)(C)(C)OC(=O)N1CC(NCC1)\C=C\C(=O)OCC 3-[(E)-3-ethoxy-3-oxo-prop-1-enyl]Piperazine-1-carboxylic acid tert-butyl ester